C(=O)(O)[C@H](O)[C@@H](O)C(=O)O.N1(CCOCC1)CCC(CSC1=CC=CC=C1)N 4-(morpholin-4-yl)-1-(phenylsulfanyl)butan-2-amine L-tartrate